N-(4-fluorobenzyl)-3-((4-bromophenyl)sulphonamido)-4-(4-methylpiperazin-1-yl)benzamide FC1=CC=C(CNC(C2=CC(=C(C=C2)N2CCN(CC2)C)NS(=O)(=O)C2=CC=C(C=C2)Br)=O)C=C1